9,9-bis(4-amino-3-Fluorophenyl)Fluorene copper-nickel-copper-nickel [Ni].[Cu].[Ni].[Cu].NC1=C(C=C(C=C1)C1(C2=CC=CC=C2C=2C=CC=CC12)C1=CC(=C(C=C1)N)F)F